ClC=1SC(=CN1)CNC(=O)C1=CC2=C(OC3=C(C(N2)=O)C=CC=C3)C=C1 N-((2-chlorothiazol-5-yl)methyl)-11-oxo-10,11-dihydrodibenzo[b,f][1,4]oxazepine-8-carboxamide